FC(C=1C=C(CNC2=NC=C(C=N2)C(=O)OCC)C=CC1)(F)F Ethyl 2-((3-(trifluoromethyl)benzyl)amino)pyrimidine-5-carboxylate